N(=C=S)C1=CC(=C(C#N)C=C1)S(F)(F)(F)(F)F 4-Isothiocyanato-2-(pentafluoro-lambda6-sulfanyl)benzonitrile